6-(imidazo[1,2-a]pyrazine-3-carbonyl)-N-(3-(trifluoromethyl)phenyl)-4,5,6,7-tetrahydrothieno[2,3-c]pyridine-3-carboxamide N=1C=C(N2C1C=NC=C2)C(=O)N2CC1=C(CC2)C(=CS1)C(=O)NC1=CC(=CC=C1)C(F)(F)F